(2S)-2-amino-3-[(3S)-2-oxopiperidin-3-yl]propanamide hydrochloride Cl.N[C@H](C(=O)N)C[C@H]1C(NCCC1)=O